cis-1-(2-acetylhydrazine-1-carbonyl)-N-(2-fluoro-5-(5-fluoropyrimidin-2-yl)-4-(trifluoromethyl)phenyl)-3-methyl-6-azabicyclo[3.1.1]heptane-6-carboxamide C(C)(=O)NNC(=O)C12CC(CC(N1C(=O)NC1=C(C=C(C(=C1)C1=NC=C(C=N1)F)C(F)(F)F)F)C2)C